tert-butyl piperazin-1-ylcarbamate N1(CCNCC1)NC(OC(C)(C)C)=O